C(#N)CNC(=O)C1=NC=C(C=C1)C1=NC(=NC=C1C)NC=1C=NN(C1)C1CCN(CC1)C(=O)C1CC1 N-(cyanomethyl)-5-(2-((1-(1-(cyclopropanecarbonyl)piperidin-4-yl)-1H-pyrazol-4-yl)amino)-5-methylpyrimidin-4-yl)pyridinecarboxamide